5-(Oxetan-3-yl)-N-((1R,3r,5S)-8-(((1-((5-(trifluoromethyl)pyridin-2-yl)methyl)piperidin-4-yl)methyl)sulfonyl)-8-azabicyclo[3.2.1]octan-3-yl)isoxazole-3-carboxamide O1CC(C1)C1=CC(=NO1)C(=O)NC1C[C@H]2CC[C@@H](C1)N2S(=O)(=O)CC2CCN(CC2)CC2=NC=C(C=C2)C(F)(F)F